S(C1=C(C(=C(C=C1)C(C)(C)C)O)C)C1=C(C(=C(C=C1)C(C)(C)C)O)C thiobis(6-tert-butyl-o-cresol)